C(=O)N1CCCC1 N-formyl-pyrrolidine